ClC=1C=C2C=3CCCC(C3NC2=CC1)N 6-chloro-2,3,4,9-tetrahydro-1H-carbazol-1-amine